ClC1=CC=C(C(=N1)C(=O)NS(=O)(=O)C)N[C@H](C)C=1C=C(C=C2C(N(C(=NC12)N1CCC(CC1)C1=NC=CN=C1C)C)=O)C (R)-6-chloro-3-((1-(3,6-dimethyl-2-(4-(3-methylpyrazin-2-yl)piperidin-1-yl)-4-oxo-3,4-dihydroquinazolin-8-yl)ethyl)amino)-N-(methylsulfonyl)picolinamide